catechol aluminum lithium [Li].[Al].C=1(O)C(O)=CC=CC1